(1r,4r)-4-(5-(tert-butylamino)-2-(1H-pyrazol-5-yl)thieno[3,2-b]pyridin-7-ylamino)cyclohexanol C(C)(C)(C)NC1=CC(=C2C(=N1)C=C(S2)C2=CC=NN2)NC2CCC(CC2)O